ClC1=CC=C(C=C1)C1=CC(=NN1)NC1=C(C=C(C=C1)NC(OC)=O)C methyl (4-((5-(4-chlorophenyl)-1H-pyrazol-3-yl)amino)-3-methylphenyl)carbamate